bismuth (III) tris(neodecanoate) C(CCCCCC(C)(C)C)(=O)[O-].C(CCCCCC(C)(C)C)(=O)[O-].C(CCCCCC(C)(C)C)(=O)[O-].[Bi+3]